4-(2-chloro-5-nitropyrimidin-4-yl)tetrahydro-2H-pyran-4-carboxylic acid methyl ester COC(=O)C1(CCOCC1)C1=NC(=NC=C1[N+](=O)[O-])Cl